NCCCCCCCCCCC(=O)N[C@H](C(=O)N1[C@H](C[C@@H](C1)O)C(=O)NCC1=CC=C(C=C1)C1=C(N=CS1)C)C(C)(C)C (2R,4S)-1-((S)-2-(11-aminoundecanamido)-3,3-dimethylbutanoyl)-4-hydroxy-N-(4-(4-methylthiazol-5-yl)benzyl)pyrrolidine-2-carboxamide